(R)-1-(3-((4-(trifluoromethyl)phenyl)ethynyl)pyrrolidin-1-yl)prop-2-en-1-one FC(C1=CC=C(C=C1)C#C[C@@H]1CN(CC1)C(C=C)=O)(F)F